(2-tert-butylpyrimidin-5-yl)methyl N-[2-hydroxy-2-(3-pyridyl)ethyl]-N-propyl-carbamate OC(CN(C(OCC=1C=NC(=NC1)C(C)(C)C)=O)CCC)C=1C=NC=CC1